(S)-4-((2-methoxyethyl)(4-(5,6,7,8-tetrahydro-1,8-naphthyridin-2-yl)butyl)amino)-2-(quinoxalin-2-ylamino)butanoic acid COCCN(CC[C@@H](C(=O)O)NC1=NC2=CC=CC=C2N=C1)CCCCC1=NC=2NCCCC2C=C1